NC1CC2CCC(C1)N2C2=CN=C1C(=N2)NC=C1C1=C(C2=C(N(N=C2C=C1)CCO)Cl)Cl 2-(5-{3-[endo-3-amino-8-azabicyclo[3.2.1]octan-8-yl]-5H-pyrrolo[2,3-b]pyrazin-7-yl}-3,4-dichloro-2H-indazol-2-yl)ethan-1-ol